propyl 3-((dimethylamino)methyl)azetidine-1-carboxylate CN(C)CC1CN(C1)C(=O)OCCC